C(CCCOC1=C(C=O)C=CC=C1)OC1=C(C=O)C=CC=C1 3'-(Butane-1,4-diylbis(oxy))dibenzaldehyde